(1-(5-(5-(2-methoxyethyl)-4H-1,2,4-triazol-3-yl)-2,4-dimethylbenzoyl)piperidin-4-yl)benzonitrile COCCC=1NC(=NN1)C=1C(=CC(=C(C(=O)N2CCC(CC2)C2=C(C#N)C=CC=C2)C1)C)C